FC1=C(C=C2C=C(N=CC2=C1)NC(OC(C)C1=NC=CC=N1)=O)C1=C(C2=C(OCCN2)N=C1)C 1-(Pyrimidin-2-yl)ethyl (7-fluoro-6-(8-methyl-2,3-dihydro-1H-pyrido[2,3-b][1,4]oxazin-7-yl)isoquinolin-3-yl)carbamate